C(CC)OC1C(NC(N1)=O)=O 5-propoxy-hydantoin